2-chloro-3-(5-cyano-1H-pyrazol-3-yl)benzoic acid ClC1=C(C(=O)O)C=CC=C1C1=NNC(=C1)C#N